FC1=C(C=C(C=C1)SC=1C(=C2C=CNC2=C(C1F)F)F)C=1NC=C(N1)[C@]1(CCOC2=C(C=CC=C12)CCC(=O)OCC)C ethyl (S)-3-(4-(2-(2-fluoro-5-((4,6,7-trifluoro-1H-indol-5-yl)thio)phenyl)-1H-imidazol-4-yl)-4-methylchroman-8-yl)propanoate